CN1CCC(CC1)C1=CC2=CC(=CC=C2C=C1)[C@@H]1NC[C@H](CC1)C 1-methyl-4-(7-((2R,5S)-5-methylpiperidin-2-yl)naphthalen-2-yl)piperidine